tert-butyl (7-fluoro-3-hydroxy-1,5-naphthyridin-2-yl)carbamate FC1=CN=C2C=C(C(=NC2=C1)NC(OC(C)(C)C)=O)O